ClC1=NC=CC=2N1C=CN2 5-Chloroimidazo[1,2-c]pyrimidine